CC(C(=O)O)(CCCCCCCC)C 2,2-dimethyldecanoic acid